2,2-difluoro-2-(3-(trifluoromethyl)phenyl)ethanol FC(CO)(C1=CC(=CC=C1)C(F)(F)F)F